di(2-methyl-1-phenyl-2-propyl) peroxide CC(CC1=CC=CC=C1)(C)OOC(CC1=CC=CC=C1)(C)C